(3S,5R,8R,9S,10S,13R,14S,16S,17R)-16-acetoxy-14-hydroxy-10,13-dimethyl-17-(5-oxo-2,5-dihydrofuran-3-yl)hexadecahydro-1H-cyclopenta[a]phenanthren-3-yl morpholine-4-carboxylate N1(CCOCC1)C(=O)O[C@H]1CC[C@@]2([C@H]3CC[C@@]4([C@H]([C@H](C[C@@]4([C@@H]3CC[C@@H]2C1)O)OC(C)=O)C=1COC(C1)=O)C)C